OCCN(C1=CC=C(C=C1)N)CC(CN(CCO)C1=CC=C(C=C1)N)O 1,3-bis(N-(2-hydroxyethyl)-N-(4-aminophenyl)amino)-2-propanol